ClC=1C=NC(=NC1)C12CCNCC2C1 6-(5-chloropyrimidin-2-yl)-3-azabicyclo[4.1.0]heptan